ClC=1C=C(C=CC1)C1=NN=C2N1CCNC2C 3-(3-chlorophenyl)-8-methyl-5,6,7,8-tetrahydro-[1,2,4]triazolo[4,3-a]pyrazine